C(C)(C)(C)C1=C(C=C(C=N1)C=1N=C2SC[C@@H](CN2C(C1C#N)=O)C)F (3R)-8-(6-tert-butyl-5-fluoropyridin-3-yl)-3-methyl-6-oxo-2H,3H,4H,6H-pyrimido[2,1-b][1,3]thiazine-7-carbonitrile